C(C)NCC=1C=C(C(=O)OC)C=CC1C methyl 3-[(ethylamino) methyl]-4-methylbenzoate